ClC=1N=C2C3=C(N=C(C(=C3C1F)C)C)N1C(C(O2)CO)C2CCC(C1)N2 (2-chloro-1-fluoro-13,14-dimethyl-5a,6,7,8,9,10-hexahydro-5H-6,9-epiminoazepino[2',1':3,4][1,4]oxazepino[5,6,7-ij][2,7]naphthyridin-5-yl)methanol